OC(CS(=O)(=O)O)CN1CCOCC1 β-Hydroxy-4-morpholinepropanesulfonic acid